N-(3-((2,6-dimethyl-4-(perfluoropropan-2-yl)phenyl)(2-methoxy-2-oxoethyl)carbamoyl)-2-fluorophenyl)benzamide CC1=C(C(=CC(=C1)C(C(F)(F)F)(C(F)(F)F)F)C)N(C(=O)C=1C(=C(C=CC1)NC(C1=CC=CC=C1)=O)F)CC(=O)OC